CS(=O)(=O)C1=CC=C(CNC(=O)C=2C(N(C(=C(C2)C(=O)N(N)C(CC#N)=O)C)C2=CC(=CC=C2)C(F)(F)F)=O)C=C1 5-[N1-(2-cyano-acetyl)-hydrazinocarbonyl]-6-methyl-2-oxo-1-(3-trifluoromethyl-phenyl)-1,2-dihydro-pyridine-3-carboxylic acid 4-methanesulfonyl-benzylamide